6-((2,6-Dimethylpyrimidin-4-yl)amino)-N-ethoxy-4-((5-fluoro-3-(5-isopropylpyrazin-2-yl)-2-Methoxyphenyl)amino)nicotinamide CC1=NC(=CC(=N1)NC1=NC=C(C(=O)NOCC)C(=C1)NC1=C(C(=CC(=C1)F)C1=NC=C(N=C1)C(C)C)OC)C